ClC1=CC(=NC=C1)COC1=CC=C(C=C1)C=1C=C(C(NC1C(F)(F)F)=O)C(=O)N 5-(4-((4-Chloropyridin-2-yl)methoxy)phenyl)-2-oxo-6-(trifluoromethyl)-1,2-dihydropyridine-3-carboxamide